C1(O)=CC=C(O)C=C1 (rac)-QUINOL